C(C1=CC=CC=C1)(=O)C(=O)N benzoylformic acid amide